Cl.FC([C@H](C)NN)(F)F [(1S)-2,2,2-trifluoro-1-methyl-ethyl]hydrazine hydrochloride